(phenyl)(hex-5-en-1-yl)methylene(cyclopentadienyl)(2,7-di-tert-butylfluoren-9-yl)zirconium C1(=CC=CC=C1)C(=[Zr](C1C2=CC(=CC=C2C=2C=CC(=CC12)C(C)(C)C)C(C)(C)C)C1C=CC=C1)CCCCC=C